methyl 2-(8-(benzo[d]thiazol-2-ylcarbamoyl)-3,4-dihydroisoquinolin-2(1H)-yl)-5-(3-(4-(3-(4-(tert-butoxycarbonyl)piperazin-1-yl) prop-1-yn-1-yl)phenoxy)propyl)thiazole-4-carboxylate S1C(=NC2=C1C=CC=C2)NC(=O)C=2C=CC=C1CCN(CC21)C=2SC(=C(N2)C(=O)OC)CCCOC2=CC=C(C=C2)C#CCN2CCN(CC2)C(=O)OC(C)(C)C